FC(F)(F)C1=C(C=CC=C1)S(=O)(=O)C1=C(C=CC=C1)C(F)(F)F Bis(trifluoromethylphenyl)sulfon